C(C)(CC)N1C2=NC(=NC(=C2N=C1)Cl)SCCC 9-(Sec-butyl)-6-chloro-2-(propylsulfanyl)-9H-purine